3-(But-2-yn-1-yloxy)-5-(5-methyl-1,3-thiazol-2-yl)-N-[(1R)-1-[2-(trifluoromethyl)-pyrimidin-5-yl]ethyl]benzamide C(C#CC)OC=1C=C(C(=O)N[C@H](C)C=2C=NC(=NC2)C(F)(F)F)C=C(C1)C=1SC(=CN1)C